BrC1=C(C=C2C=NC(=NC2=C1OC1CC(C1)(F)F)C[C@H]1N(CCC1)C)Cl 7-bromo-6-chloro-8-(3,3'-difluorocyclobutoxy)-2-(((S)-1-methylpyrrolidin-2-yl)methyl)quinazolin